8-(1-(4-(dimethylamino)-2-butenoyl)-3-pyrrolidinyl)-6-isopropyl-2-((3-methyl-4-(4-methyl-1-piperazinyl)phenyl)amino)-7(8H)-pteridinone CN(CC=CC(=O)N1CC(CC1)N1C(C(=NC=2C=NC(=NC12)NC1=CC(=C(C=C1)N1CCN(CC1)C)C)C(C)C)=O)C